2-[1-[2-(3-Carbamoyl-3-methyl-azetidin-1-yl)-6-methyl-4-oxo-chromen-8-yl]ethylamino]benzoic acid C(N)(=O)C1(CN(C1)C=1OC2=C(C=C(C=C2C(C1)=O)C)C(C)NC1=C(C(=O)O)C=CC=C1)C